N-(tert-butoxycarbonyl)-O-(cyclohexylmethyl)-D-allothreonine C(C)(C)(C)OC(=O)N[C@H]([C@H](OCC1CCCCC1)C)C(=O)O